(S)-5-[4-(5-fluoro-2,3-dihydrobenzofuran-7-yl)-2-hydroxy-4-methyl-2-trifluoromethyl-pentylamino]quinoline bis(2,3,5,6-tetrafluorophenyl)hexanedioate FC1=C(C(=C(C=C1F)F)F)OC(CCCCC(=O)OC1=C(C(=CC(=C1F)F)F)F)=O.FC=1C=C(C2=C(CCO2)C1)C(C[C@](CNC1=C2C=CC=NC2=CC=C1)(C(F)(F)F)O)(C)C